Ribose bisphosphate P(=O)(O)(O)O.P(=O)(O)(O)O.O=C[C@H](O)[C@H](O)[C@H](O)CO